2-(deuteromethoxy)-2-(4-methoxyphenyl)acetonitrile [2H]COC(C#N)C1=CC=C(C=C1)OC